ClC=1C=CC(=C(C1)N1N=C(C2=NC=C(C=C21)C=2C=NN1C2N=CC=C1)CO)OC(F)F [1-[5-chloro-2-(difluoromethoxy)phenyl]-6-pyrazolo[1,5-a]pyrimidin-3-yl-pyrazolo[4,3-b]pyridin-3-yl]methanol